ethyl 5-[(4-fluorophenyl)methoxy]-4-(methoxymethyl)-9H-pyrido[3,4-b]indole-3-carboxylate FC1=CC=C(C=C1)COC1=C2C3=C(NC2=CC=C1)C=NC(=C3COC)C(=O)OCC